[In].[Li].[In] indium-lithium-indium